6-methyl-2,3,4,5-tetrahydro-1H-azepino[4,5-b]indole CN1C2=C(C=3C=CC=CC13)CCNCC2